ClC=1C=C(C2=C(C=C(O2)CNC(=O)C=2C=NN3C2N=CC=C3)C1)C(=O)O[C@@H](COC)C (R)-1-Methoxypropan-2-yl 5-chloro-2-((pyrazolo[1,5-a]pyrimidine-3-carboxamido)methyl)benzofuran-7-carboxylate